FC1=C(C=CC=C1)C1CN(CC12CCC2)C(=O)C2=CN=CC(N2)=O 6-(8-(2-fluorophenyl)-6-azaspiro[3.4]octane-6-carbonyl)pyrazin-2(1H)-one